BrC1=C(C=C2C(=NC(=NC2=C1F)N1CCN(CC1)CC1CC(C1)OCC(=O)OC(C)(C)C)N1C[C@@H](N(CC1)C(=O)OC(C)(C)C)CC#N)Cl tert-butyl (2S)-4-[7-bromo-2-[4-[[3-(2-tert-butoxy-2-oxo-ethoxy)cyclobutyl]methyl]piperazin-1-yl]-6-chloro-8-fluoro-quinazolin-4-yl]-2-(cyanomethyl)piperazine-1-carboxylate